2-[(5,6-diphenyl-1,2,4-triazin-3-yl)sulfanyl]propanoic acid C1(=CC=CC=C1)C=1N=C(N=NC1C1=CC=CC=C1)SC(C(=O)O)C